3,3-difluoro-4-formyl-4-methylpyrrolidine-1-carboxylic acid tert-butyl ester C(C)(C)(C)OC(=O)N1CC(C(C1)(C)C=O)(F)F